C(C)(C)(C)OC(=O)N1[C@H]([C@H](CCC1)NS(=O)(=O)C)CC1=CC(=CC=C1)I cis-2-(3-iodobenzyl)-3-((methylsulfonyl)amino)piperidine-1-carboxylic acid tert-butyl ester